C(C)CC(C#CC(C)OOC(C)(C)C)OOC(C)(C)C ethyl-2,5-bis(t-butylperoxy)hexyne